methyl perfluoro-formate FC(=O)OC